CN(C1=CC=C(C=C1)N(C1=CC=C(C=C1)N(C)C)C1=CC=C(C=C1)B1OC(C)(C)C(C)(C)O1)C 4-[N,N-di(4-dimethylaminophenyl)amino]phenylboronic acid pinacol ester